{1-[1-(2-fluorobenzoyl)piperidin-4-yl]-3-[4-(7H-pyrrolo[2,3-d]pyrimidin-4-yl)-1H-pyrazol-1-yl]azetidin-3-yl}acetonitrile FC1=C(C(=O)N2CCC(CC2)N2CC(C2)(N2N=CC(=C2)C=2C3=C(N=CN2)NC=C3)CC#N)C=CC=C1